2-para-hydroxybenzoyl-1-carboxyethanesulfonic acid sodium salt [Na+].OC1=CC=C(C(=O)CC(S(=O)(=O)[O-])C(=O)[O-])C=C1.[Na+]